ClC=1C=C2CCN([C@H](C2=C(C1)Cl)C)C(=O)[C@H]1CN(CCO1)C=1C2=C(C=NC1)N=C(O2)NCCN2CCSCC2 ((S)-6,8-dichloro-1-methyl-3,4-dihydroisoquinolin-2(1H)-yl)((R)-4-(2-((2-thiomorpholinoethyl)amino)oxazolo[4,5-c]pyridin-7-yl)morpholin-2-yl)methanone